(S)-6-(6-amino-5-(difluoromethyl)pyrazin-2-yl)-7-fluoro-2-(4-((6-oxo-5-(trifluoromethyl)-1,6-dihydropyridazin-4-yl)amino)pentyl)isoquinolin-1(2H)-one NC1=C(N=CC(=N1)C=1C=C2C=CN(C(C2=CC1F)=O)CCC[C@H](C)NC=1C=NNC(C1C(F)(F)F)=O)C(F)F